N-(5-Chloro-6-(2H-1,2,3-triazol-2-yl)pyridin-3-yl)-1-(2-methoxychinolin-4-yl)-5-(trifluoromethyl)-1H-pyrazol-4-carboxamid ClC=1C=C(C=NC1N1N=CC=N1)NC(=O)C=1C=NN(C1C(F)(F)F)C1=CC(=NC2=CC=CC=C12)OC